C(#N)C1=C(C(=CC(=C1OC1=CC=2C=3N(C=NC2C=C1)CCN3)F)F)NS(=O)(=O)CCC N-(2-Cyano-3-((2,3-dihydroimidazo[1,2-c]quinazolin-9-yl)oxy)-4,6-difluorophenyl)propane-1-sulfonamide